C12(C(CCCC1)O2)C21C(CC(CC2)C(=O)[O-])O1 4-epoxycyclohexyl-3,4-epoxycyclohexane-carboxylate